OC(C(=O)[O-])C(C)C hydroxy-beta-methylbutyrate